tert-butyl {(1R,3S)-3-[methoxy(methyl)carbamoyl]cyclopentyl}carbamate CON(C(=O)[C@@H]1C[C@@H](CC1)NC(OC(C)(C)C)=O)C